(S)-3-((6-Methoxyquinolin-5-yl)amino)pyrrolidine-1-carboxylic acid tert-butyl ester C(C)(C)(C)OC(=O)N1C[C@H](CC1)NC1=C2C=CC=NC2=CC=C1OC